((1R,S)-1-(4-amino-2-((methylsulfinyl) methyl) phenyl) ethyl) carbamate C(N)(O[C@H](C)C1=C(C=C(C=C1)N)C[S@@](=O)C)=O